N1=CC(=CC=C1)N1C=CC2=C1N=CN=C2OC2=CC=C(C=C2)NC(CC2=CC=C(C=C2)C(F)(F)F)=O N-(4-((7-(pyridin-3-yl)-7H-pyrrolo[2,3-D]pyrimidin-4-yl)oxy)phenyl)-2-(4-(trifluoromethyl)phenyl)acetamide